Monomethyl glutarate C(CCCC(=O)[O-])(=O)OC